FC(C(=O)O)(F)F.FC(S(=O)(=O)C1=CC=C(NC2=NN(C=C2C(=O)N)C2(CCNCC2)CC)C=C1)F 3-[4-(difluoromethylsulfonyl)anilino]-1-(4-ethyl-4-piperidyl)pyrazole-4-carboxamide trifluoroacetate salt